C(CCCCCCC\C=C/C[C@H](O)CCCCCC)(=O)OC(CCCCCCC\C=C/C[C@H](O)CCCCCC)=O ricinoleic acid, anhydride